C1(=CC=CC=C1)C1=NC2=CC=CC=C2C(N1)=O 2-phenyl-3,4-dihydroquinazolin-4-one